BrCC1(CC1)S(=O)(=O)C(CO[Si](C1=CC=CC=C1)(C1=CC=CC=C1)C(C)(C)C)(C)C (2-((1-(Bromomethyl)cyclopropyl)sulfonyl)-2-methylpropoxy)(tert-butyl)diphenylsilane